2-((2-chloro-2-(3-chlorophenyl)ethyl)(methyl)amino)acetonitrile ClC(CN(CC#N)C)C1=CC(=CC=C1)Cl